C(C)(C)(C)OC(=O)NS(=O)(=O)C1=CC(=C(C=C1)NC1=NC=C(C=N1)[C@H]1C[C@H](CO1)N(C(O)=O)C(C)C)F.CC1=C(C=C(C=N1)NC(C1=CC(=CC=C1)C(F)(F)F)=O)[N+](=O)[O-] N-(6-methyl-5-nitropyridin-3-yl)-3-(trifluoromethyl)benzamide (3R,5R)-5-[2-({4-[(tert-butoxycarbonyl)aminosulfonyl]-2-fluorophenyl}amino)pyrimidin-5-yl]oxolan-3-yl-N-isopropylcarbamate